2',3',4',5'-tetrahydro-[1,1'-biphenyl]-4-carboxylic acid C1(=CC=C(C=C1)C(=O)O)C=1CCCCC1